BrC=1C=C(C=C(C1)C(C)(C)C)[C@H](CC(=O)OC)CN1CC2(C1)CNCC2 methyl (S)-3-(3-bromo-5-(tert-butyl)phenyl)-4-(2,6-diazaspiro[3.4]octane-2-yl)butanoate